C1=CP=NO1 oxazaphosphole